CC1=C(C2=C(N=N1)SC1=C2N=CN=C1NC1CN(CC1)C1=CC=CC=C1)C 3,4-dimethyl-N-(1-phenylpyrrolidin-3-yl)pyrimido[4',5':4,5]thieno[2,3-c]pyridazin-8-amine